N-[4-(hydroxymethyl)cyclohexyl]-4-(isopropylamino)-6-tributylstannyl-pyridine-3-carboxamide OCC1CCC(CC1)NC(=O)C=1C=NC(=CC1NC(C)C)[Sn](CCCC)(CCCC)CCCC